CC1([C@H](O1)CC/C(=C/CC=1C(=C2C(C=C(OC2=CC1OCOC)C1=CC=CC=C1)=O)O)/C)C (R,E)-6-(5-(3,3-dimethyloxiran-2-yl)-3-methylpent-2-en-1-yl)-5-hydroxy-7-(methoxymethoxy)-2-phenyl-4H-chromen-4-one